BrC1=C(C2=C(NC(N2C)=O)C(=C1)F)F 5-bromo-4,7-difluoro-3-methyl-1H-benzimidazol-2-one